(R)-2-(methyl((1S,3S)-3-(4-(5,6,7,8-tetrahydro-1,8-naphthyridin-2-yl)butoxy)cyclopentyl)amino)-2-((S)-4-methylisochroman-5-yl)acetic acid CN([C@@H](C(=O)O)C1=C2[C@@H](COCC2=CC=C1)C)[C@@H]1C[C@H](CC1)OCCCCC1=NC=2NCCCC2C=C1